C1(CC1)C([C@@H](C1=C(C=CC=C1)F)N1CC2=C(CC1)SC(=C2)CC(=O)[O-])=O |r| (RS)-[5-[2-Cyclopropyl-1-(2-fluorophenyl)-2-oxoethyl]-6,7-dihydro-4H-thieno[3,2-c]pyridin-2-yl]acetat